C([C@@H]1[C@H]([C@@H]([C@H]([C@H](O1)O[C@H](CO)C(=O)O)O)O)O)O The molecule is an alpha-D-glucoside that is the alpha-D-glucoside of the secondary hydroxy group of D-glyceric acid. It is an alpha-D-glucoside and a 3-hydroxy carboxylic acid. It derives from a D-glyceric acid. It is a conjugate acid of a 2-O-(alpha-D-glucopyranosyl)-D-glycerate.